Tungsten-silicide [Si]#[W]#[Si]